C12N(CC(CC1)CC2)CCC(=O)NC=2C=C(C(=NC2)C)NC(=O)C2=NN=C1N2C=CC(=C1)C=1C=NN(C1)C N-(5-(3-(2-azabicyclo[2.2.2]octan-2-yl)propanamido)-2-methylpyridin-3-yl)-7-(1-methyl-1H-pyrazol-4-yl)-[1,2,4]triazolo[4,3-a]pyridine-3-carboxamide